FC1=C(C=CC=C1)OC 4-fluoro-3-methoxybenzene